C(#CC)C1=NC=CC=2N=CN=CC21 5-(propynyl)pyrido[4,3-D]pyrimidine